COC=1C([C@H](OC1C)C)=O |r| (+-)-4-Methoxy-2,5-dimethyl-3(2H)-furanone